O=C(CCC1(C(NC(N1)=O)=O)C=1SC=CN1)N1CC2=CC=C(C=C2C1)C(F)(F)F 5-(3-oxo-3-(5-(trifluoromethyl)isoindolin-2-yl)propyl)-5-(thiazol-2-yl)imidazolidine-2,4-dione